(2,4-dibromo-5-methoxyphenyl)-2,2,2-trifluoroacetamide BrC1=C(C=C(C(=C1)Br)OC)NC(C(F)(F)F)=O